N,N'-bis(phenyl)-N,N'-bis(phenyl)benzidine C1(=CC=CC=C1)N(C1=CC=C(C=C1)C1=CC=C(N(C2=CC=CC=C2)C2=CC=CC=C2)C=C1)C1=CC=CC=C1